2-bromo-9-methoxy-7,7-dimethyl-7H-benzo[c]fluoren-5-ol BrC1=CC2=C(C(=CC=3C(C=4C=C(C=CC4C23)OC)(C)C)O)C=C1